3-fluoro-9-hydroxy-8-(piperidin-1-ylmethyl)benzo[5,6]oxazepin FC1=NOC2=C(C=C1)C=CC(=C2O)CN2CCCCC2